methyl 6-(4-((5-fluoro-2-methoxybenzamido) methyl) phenyl)-1-(4-methoxybenzyl)-4-(1,4-dioxaspiro[4.5]dec-7-en-8-yl)-1H-pyrazolo[4,3-c]pyridine-7-carboxylate FC=1C=CC(=C(C(=O)NCC2=CC=C(C=C2)C2=C(C3=C(C(=N2)C2=CCC4(OCCO4)CC2)C=NN3CC3=CC=C(C=C3)OC)C(=O)OC)C1)OC